S1C(=NC=C1)CC(=O)O 2-(1,3-thiazol-2-yl)acetic acid